OC1=CC=C(C=C1)C=1N=C(SC1C)NC=1C=C(C(=O)N[C@@H](CC2=CC=CC=C2)C(=O)O)C=CC1 (3-((4-(4-hydroxyphenyl)-5-methylthiazol-2-yl)amino)benzoyl)phenylalanine